(2R,3R,5R)-4,4-difluoro-2-(hydroxymethyl)-5-(2-oxo-4-(2-propylpentanamido)-1,2-dihydropyrimidin-1-yl)oxolan-3-yl (2S)-2-amino-3-methylbutanoate hydrochloride Cl.N[C@H](C(=O)O[C@@H]1[C@H](O[C@H](C1(F)F)N1C(N=C(C=C1)NC(C(CCC)CCC)=O)=O)CO)C(C)C